O=S.[NH4+] ammonium oxo-sulfur